C1(CCC1)C=1C(=NN(C1C1(CCC1)C(F)(F)F)C)N 4-cyclobutyl-1-methyl-5-(1-(trifluoromethyl)cyclobutyl)-1H-pyrazol-3-amine